propan-2-yl-methyl-carboxylate CC(C)OC(=O)C